methyl-(S)-2-(1-naphthylamino)-2-phenylacetic acid C[C@@](C(=O)O)(C1=CC=CC=C1)NC1=CC=CC2=CC=CC=C12